FC(C(=O)O)(F)F.NC=1C=C2[C@]3(CCC[C@@]([C@@H]3CCC2=CC1)(C(=O)OC)C)C Methyl (1S,4aS,10aR)-6-amino-1,4a-dimethyl-1,2,3,4,4a,9,10,10a-octahydrophenanthrene-1-carboxylate trifluoroacetic acid salt